C1(CC1)C=1C2=C(N=NC1C1=C(C=C(C=C1)C(F)(F)F)O)N(CC2)[C@H]2CN(CCC2)C 2-[4-cyclopropyl-7-[(3R)-1-methyl-3-piperidyl]-5,6-dihydropyrrolo[2,3-c]pyridazin-3-yl]-5-(trifluoromethyl)phenol